7-{[(3S)-3-(morpholin-4-ylmethyl)-3,4-dihydroisoquinolin-2(1H)-yl]carbonyl}-3,4-dihydroisoquinolin-2(1H)-carboxylic acid 4-methylphenyl ester CC1=CC=C(C=C1)OC(=O)N1CC2=CC(=CC=C2CC1)C(=O)N1CC2=CC=CC=C2C[C@H]1CN1CCOCC1